1-[(2R,4S)-4-[4-amino-5-iodopyrrolo[2,3-d]pyrimidin-7-yl]-2-[(trifluoromethoxy)methyl]pyrrolidin-1-yl]prop-2-en-1-one NC=1C2=C(N=CN1)N(C=C2I)[C@H]2C[C@@H](N(C2)C(C=C)=O)COC(F)(F)F